FC1=C(C=C(N)C=C1)[N+](=O)[O-] 4-fluoro-3-nitroaniline